ClC1=CC=C2C(=C(C(N(C2=C1)C1=CC=CC=C1)=O)C#N)N1CCC=C1 7-chloro-2-oxo-1-phenyl-4-(4-pyrrolin-1-yl)-1,2-dihydroquinoline-3-carbonitrile